2-(4-cyclohexylphenyl)-5-phenylfuran C1(CCCCC1)C1=CC=C(C=C1)C=1OC(=CC1)C1=CC=CC=C1